ClC=1C=NC=C(C1NC(=O)C=1C=CC(=C(OCCCCCCCCC(=O)O)C1)OC(F)F)Cl 9-(5-((3,5-dichloropyridin-4-yl)carbamoyl)-2-(difluoromethoxy)phenoxy)nonanoic acid